NC1=C(C2=C(S1)CSC21CN(C1)C(=O)OC(C)(C)C)C#N tert-butyl 2-amino-3-cyano-spiro[6H-thieno[3,4-b]thiophene-4,3'-azetidine]-1'-carboxylate